(S)-2-(4-(6-((4-cyano-2-fluorobenzyl)oxy)-5-fluoropyridin-2-yl)-2,6-difluorobenzyl)-1-(4,4-dimethyltetrahydrofuran-3-yl)-4-fluoro-1H-benzo[d]imidazole-6-carboxylic acid C(#N)C1=CC(=C(COC2=C(C=CC(=N2)C2=CC(=C(CC3=NC4=C(N3[C@@H]3COCC3(C)C)C=C(C=C4F)C(=O)O)C(=C2)F)F)F)C=C1)F